C(#N)C1=CC=C2C(=NC(=NC2=C1)N1[C@@H](CCC1)C(=O)N)NC=1N=CN(C1)C1=CC(=C(C(=C1)OC)OC)OC (S)-1-(7-cyano-4-((1-(3,4,5-trimethoxyphenyl)-1H-imidazol-4-yl)amino)quinazolin-2-yl)pyrrolidine-2-carboxamide